CN(C(CCCCCCCCC(C(C(=O)[O-])CCCCCCCC(=O)N(C)C)=O)=O)C 12-(dimethylamino)-2-(8-(dimethylamino)-8-oxooctyl)-3,12-dioxododecanoate